methyl (S)-5-[2-(tert-butoxycarbonylamino)propoxy]-2-chloro-3-methylbenzoate C(C)(C)(C)OC(=O)N[C@H](COC=1C=C(C(=C(C(=O)OC)C1)Cl)C)C